bis(N,N-diglycidyl-3-aminocyclohexyl)methane C(C1CO1)N(C1CC(CCC1)CC1CC(CCC1)N(CC1CO1)CC1CO1)CC1CO1